3-fluoro-5-(((1-methylcyclopropyl)amino)methyl)pyrazolo[1,5-a]pyridine-7-carbonitrile FC=1C=NN2C1C=C(C=C2C#N)CNC2(CC2)C